Racemic-tert-butyl N-(3-fluoro-4,5,6,7-tetrahydrobenzothiophen-5-yl)carbamate FC1=CSC2=C1C[C@@H](CC2)NC(OC(C)(C)C)=O |r|